C(CCCCCCCCCCCCCCCCC)N1C=NC=C1 1-octadecyl-1H-imidazole